(E)-but-2-enoyl chloride C(\C=C\C)(=O)Cl